C(CCCC)C=1C(NC(NC1)=O)=O 5-pentyluracil